N-hydroxy-1,1-dimethyl-2-(4-(trifluoromethyl)benzoyl)isoindoline-4-carboxamide ONC(=O)C=1C=2CN(C(C2C=CC1)(C)C)C(C1=CC=C(C=C1)C(F)(F)F)=O